6-bromo-3-oxo-3H-spiro[benzofuran-2,4'-piperidine]-1'-carboxylic acid tert-butyl ester C(C)(C)(C)OC(=O)N1CCC2(CC1)OC1=C(C2=O)C=CC(=C1)Br